6-phenyl-1,2,3,4-tetrahydro-9-aminoacridine C1(=CC=CC=C1)C=1C=C2N=C3CCCCC3=C(C2=CC1)N